ClC=1C(=NC(=NC1)NC1=C(C=C(C=C1)S(=O)(=N)C)OC)N1C=CC2=CC(=CC=C12)NC(C=C)=O N-[1-[5-Chloro-2-[2-methoxy-4-(methylsulfonimidoyl)-anilino]-pyrimidin-4-yl]indol-5-yl]prop-2-enamide